copper (ii) 2-ethyl hexanoate C(CCCCC)(=O)OCC.[Cu+2]